O=C1NC(CCC1C1=NN(C2=C(C=CC=C12)[N-]CCCCCCCN1CCCCC1)C)=O N-(3-(2,6-dioxopiperidin-3-yl)-1-methyl-1H-indazol-7-yl)-7-(piperidin-1-yl)heptylamide